CN(C1=C2NC=NC2=NC=N1)C 6-dimethylaminopurine